C(C)(C)(C)C1=CC=C(C(=N1)C1=CC=C(C=C1)C)C(=O)N 6-tert-butyl-2-(p-tolyl)pyridin-3-carboxamid